2-[[6-(7-cyano-1H-indol-3-yl)-2-methylpyridin-3-yl]amino]-N,N-dimethylpropanamide C(#N)C=1C=CC=C2C(=CNC12)C1=CC=C(C(=N1)C)NC(C(=O)N(C)C)C